tert-butyl N-(2-(1-(7-methoxy-6-(2-((tetrahydro-2H-pyran-2-yl)oxy)ethoxy)quinolin-4-yl)piperidin-4-yl)propyl)sulfamoylcarbamate COC1=C(C=C2C(=CC=NC2=C1)N1CCC(CC1)C(CNS(=O)(=O)NC(OC(C)(C)C)=O)C)OCCOC1OCCCC1